1-tert-butyl-N-{2-fluoro-4-methyl-5-[8-(morpholin-4-yl)imidazo[1,2-a]pyridin-6-yl]phenyl}imidazole-4-carboxamide diisoamyl-1,2-benzenedisulfonate C(CC(C)C)OS(=O)(=O)C=1C(=CC=CC1)S(=O)(=O)OCCC(C)C.C(C)(C)(C)N1C=NC(=C1)C(=O)NC1=C(C=C(C(=C1)C=1C=C(C=2N(C1)C=CN2)N2CCOCC2)C)F